Methyl 7-(3-fluoro-4-hydroxy-phenoxy)-1-methyl-indazole-5-carboxylate Methyl-7-(3-fluoro-4-hydroxy-phenoxy)-1-methyl-indazole-5-carboxylate COC(=O)C=1C=C2C=NN(C2=C(C1)OC1=CC(=C(C=C1)O)F)C.FC=1C=C(OC=2C=C(C=C3C=NN(C23)C)C(=O)OC)C=CC1O